(2S)-3-[3-(4-Phenylpiperidin-1-yl)phenyl]-2-[(3R)-pyrrolidin-3-yl]propanoic acid C1(=CC=CC=C1)C1CCN(CC1)C=1C=C(C=CC1)C[C@H](C(=O)O)[C@@H]1CNCC1